Cl\C(=C/[C@@H]1C([C@@H]1C(=O)OCC1=C(C(=CC(=C1Br)F)F)Br)(C)C)\C(F)(F)F 2,6-dibromo-3,5-difluorobenzyl (1R)-cis-3-[(Z)-2-chloro-3,3,3-trifluoro-1-propenyl]-2,2-dimethylcyclopropanecarboxylate